[3-[3-(2-trimethylsilylethynyl)-1,2,4-triazol-1-yl]phenyl]methanone C[Si](C#CC1=NN(C=N1)C=1C=C(C=CC1)C=O)(C)C